2-(3-bromo-4-methylphenyl)-4,5-dimethylpyridine BrC=1C=C(C=CC1C)C1=NC=C(C(=C1)C)C